6-oxo-pyridine-3-carboxylic acid lithium salt [Li+].O=C1C=CC(=CN1)C(=O)[O-]